3-(7-Methoxy-1-methyl-β-carbolin-9-yl)-1-phenylpropane COC1=CC=C2C=3C=CN=C(C3N(C2=C1)CCCC1=CC=CC=C1)C